C(C)N(CCOC1=NC=2N(C(=N1)C1=CSC3=C1C=CC=C3)N=CC2)CC 2-(2-diethylaminoethoxy)-4-(benzothien-3-yl)pyrazolo[1,5-a][1,3,5]triazine